C1(CC1)C1=NC=NC(=C1C1=NC=C(C(=N1)S(=O)(=O)C)C(F)F)OC 2-(4-cyclopropyl-6-methoxy-pyrimidin-5-yl)-5-(difluoromethyl)-4-methylsulfonyl-pyrimidine